N-((S)-2-cyano-1-(4-(ethylsulfonyl)phenyl)ethyl)-4-((2S,4S)-2-((difluoromethoxy)methyl)-4-phenoxypyrrol-1-yl)benzamide C(#N)C[C@@H](C1=CC=C(C=C1)S(=O)(=O)CC)NC(C1=CC=C(C=C1)N1C(=CC(=C1)OC1=CC=CC=C1)COC(F)F)=O